Cl.Cl.CNCCCCC1=NC2=CC=CC=C2C(N1CC(C)(C)C)=O 2-(4-(methylamino)butyl)-3-neopentylquinazolin-4(3H)-one bis-hydrochloride salt